CC1=C(C=CC(=C1)SCC=1SC(=NN1)C1=CC=C(C=C1)C(F)(F)F)O 2-methyl-4-(((5-(4-(trifluoromethyl)phenyl)-1,3,4-thiadiazol-2-yl)methyl)thio)phenol